4-isothiocyanatobutylbenzene N(=C=S)CCCCC1=CC=CC=C1